CN1N(C(C2=CC=CC(=C2C1)NC)=O)C1C(NC(CC1)=O)=O 3-(3-methyl-5-(methylamino)-1-oxo-3,4-dihydrophthalazin-2(1H)-yl)piperidine-2,6-dione